CN(C1CCC2(CCN(CC2)C(=O)C2=CC=C(C=C2)S(=O)(=O)N)CC1)C=1C2=C(N=CN1)NC=C2 4-(9-(methyl(7H-pyrrolo[2,3-d]pyrimidin-4-yl)amino)-3-azaspiro[5.5]undecane-3-carbonyl)benzene-sulfonamide